dihydro-epiminonaphthalene C12C(C=CC3=CC=CC=C13)N2